(S)-2-(7-(3-(3,5-dimethylisoxazol-4-yl)ureido)dibenzo[b,d]thiophene-3-sulfonamido)-3-methyl-butanoic acid CC1=NOC(=C1NC(NC1=CC2=C(C3=C(S2)C=C(C=C3)S(=O)(=O)N[C@H](C(=O)O)C(C)C)C=C1)=O)C